2-fluoro-1-(3-(3-(2-(trifluoromethyl)pyrimidin-5-yl)-1H-pyrazolo[3,4-b]pyridin-1-yl)azetidin-1-yl)prop-2-en-1-one FC(C(=O)N1CC(C1)N1N=C(C=2C1=NC=CC2)C=2C=NC(=NC2)C(F)(F)F)=C